N[C@H](CC(=O)OCC)C ethyl (3S)-3-aminobutyrate